(1S,2S,4S,5S,7R,8R,9S,11S,13S)-8-hydroxy-1-methyl-7-propan-2-yl-3,6,10,16-tetraoxaheptacyclo[11.7.0.02,4.02,9.05,7.09,11.014,18]icos-14(18)-en-17-one O[C@@H]1[C@]2(O[C@H]2[C@@H]2O[C@@]23[C@]2(CCC=4C(OCC4[C@@H]2C[C@@H]2O[C@]132)=O)C)C(C)C